2-methylphenyl perfluorobutyl-sulfonate tert-butyl-[(2S)-1-(3-bromo-5-formyl-1H-pyrazol-1-yl)propan-2-yl]carbamate C(C)(C)(C)N(C(O)=O)[C@H](CN1N=C(C=C1C=O)Br)C.FC(C(C(C(F)(F)F)(F)F)(F)F)(S(=O)(=O)OC1=C(C=CC=C1)C)F